ibuprofen ethyl ester ethyl-2-(4-isobutylphenyl)propanoate C(C)OC(C(C)C1=CC=C(C=C1)CC(C)C)=O.C(C)OC(=O)C(C)C1=CC=C(CC(C)C)C=C1